FC1(CC(C1)NC=1N=CC2=C(N1)NC=C2C=2C=CC1=C(N(N=N1)CC)C2)F N-(3,3-difluorocyclobutyl)-5-(1-ethyl-1H-benzo[d][1,2,3]triazol-6-yl)-7H-pyrrolo[2,3-d]pyrimidin-2-amine